7-(((1S,2R,3R,5R)-2-fluoro-8-methyl-8-azabicyclo[3.2.1]octan-3-yl)amino)-3-(2,2,2-trifluoroethyl)benzo[b]thiophene-2-carbonitrile F[C@H]1[C@@H]2CC[C@H](C[C@H]1NC1=CC=CC3=C1SC(=C3CC(F)(F)F)C#N)N2C